1-[(3s,5r)-5-(methoxymethyl)-1-(prop-2-enoyl)pyrrolidin-3-yl]-3-[2-(3-methyl-1,2-benzoxazol-6-yl)ethynyl]-5-(methylamino)pyrazole-4-carboxamide COC[C@H]1C[C@@H](CN1C(C=C)=O)N1N=C(C(=C1NC)C(=O)N)C#CC1=CC2=C(C(=NO2)C)C=C1